1,4,4,9-tetramethyl-8-(1-(methylsulfonyl)-1H-indol-4-yl)-4,5-dihydro-[1,2,4]triazolo[4,3-a]quinoxaline Dimethyl-2-(4-(1-(trifluoromethyl)cyclopropyl)phenyl)malonate COC(C(C(=O)OC)C1=CC=C(C=C1)C1(CC1)C(F)(F)F)=O.CC1=NN=C2N1C1=C(C(=CC=C1NC2(C)C)C2=C1C=CN(C1=CC=C2)S(=O)(=O)C)C